C(N)(=N)C1=CC(=CS1)C=1C=C(C=CC1)NC(=O)C1(CCNCC1)OC1=CC=C(C=C1)Cl N-(3-(5-carbamimidoylthiophen-3-yl)phenyl)-4-(4-chlorophenoxy)piperidine-4-carboxamide